2-((6-(7-acetyl-2,7-diazaspiro[3.5]nonan-2-yl)-2-chloropyrimidin-4-yl)amino)isonicotinic acid C(C)(=O)N1CCC2(CN(C2)C2=CC(=NC(=N2)Cl)NC=2C=C(C(=O)O)C=CN2)CC1